ClC1=CC=CC2=C1C(=NCC=1N2C(=NN1)C)C1=C(C=CC=C1F)F 7-chloro-6-(2,6-difluorophenyl)-1-methyl-4H-[1,2,4]triazolo[4,3-a][1,4]benzodiazepine